arachidyl-diethyl-methyl-ammonium chloride [Cl-].C(CCCCCCCCCCCCCCCCCCC)[N+](C)(CC)CC